COC(=O)C1=CC(=NC=C1NC1=C(C=C(C=C1)[Si](C)(C)C)F)C=O 5-(2-fluoro-4-trimethylsilylanilino)-2-formylpyridine-4-carboxylic acid methyl ester